(4-chloro-3-formylphenyl)boronic acid ClC1=C(C=C(C=C1)B(O)O)C=O